ClC=1C(=NC(=NC1)NC1CCN(CC1)C(C)=O)C=1CNCC1 1-[4-[[5-chloro-4-(2,5-dihydro-1H-pyrrol-3-yl)pyrimidin-2-yl]amino]-1-piperidyl]ethanone